FC1=CC=C(C=C1)N1N=CC2=CC(=C(C=C12)C)N1CCC(CC1)S(=O)(=O)C=1C=NN(C1)C 1-(4-fluorophenyl)-6-methyl-5-(4-((1-methyl-1H-pyrazol-4-yl)sulfonyl)piperidin-1-yl)-1H-indazole